C(C)(C)(C)NC(=O)C=1C=CC(=C(C1)B(O)O)F 5-(TERT-BUTYLCARBAMOYL)-2-FLUOROBENZENEBORONIC ACID